C1(CCCC1)N1N=CC=2C(=CC(=CC12)C1=CC=C(C=C1)CN1CCOCC1)C(=O)NCC=1C(NC(=CC1C)C)=O 1-cyclopentyl-N-[(4,6-dimethyl-2-oxo-1H-pyridin-3-yl)methyl]-6-[4-(morpholin-4-ylmethyl)phenyl]indazole-4-carboxamide